FC=1C=C2NC(C(NC2=C(C1C=1C=CC=C2C(=CNC12)C)F)=O)(C)C 6,8-difluoro-3,3-dimethyl-7-(3-methyl-1H-indol-7-yl)-3,4-dihydroquinoxalin-2(1H)-one